[O-2].[Al+3].[Zn+2] zinc aluminum oxide